5-bromo-4-hydrazino-6-(1,3-oxazol-2-yl)pyrimidine BrC=1C(=NC=NC1C=1OC=CN1)NN